(1R,3S,5R)-2-(2-(3-acetyl-5-(2-((dimethylamino)methyl)pyrimidin-5-yl)-1H-indazol-1-yl)acetyl)-N-(6-bromo-3-methylpyridin-2-yl)-5-methyl-2-azabicyclo[3.1.0]hexane-3-carboxamide C(C)(=O)C1=NN(C2=CC=C(C=C12)C=1C=NC(=NC1)CN(C)C)CC(=O)N1[C@@H]2C[C@@]2(C[C@H]1C(=O)NC1=NC(=CC=C1C)Br)C